C1(CC1)NC(=O)N1CC(C1)(C1=CC=C(C=C1)F)CNC1=CC(=NC=2N1N=C(C2)C(F)F)C(F)(F)F N-cyclopropyl-3-(((2-(difluoromethyl)-5-(trifluoromethyl)pyrazolo[1,5-a]pyrimidin-7-yl)amino)methyl)-3-(4-fluorophenyl)azetidine-1-carboxamide